5-(4,4,5,5-tetramethyl-1,3,2-dioxaborolan-2-yl)benzo[c][1,2,5]thiadiazole CC1(OB(OC1(C)C)C1=CC=2C(=NSN2)C=C1)C